NC1=C(C=CC(=C1)F)C1=C(C=C(C(=C1)Cl)C(=O)NC=1C=C(C(=NC1)C(=O)NCCSCC)Cl)F 5-(2'-amino-5-chloro-2,4'-difluoro-[1,1'-biphenyl]-4-carboxamido)-3-chloro-N-(2-(ethylthio)ethyl)picolinamide